O=C([C@@H](C)NC(C1=NC=CC=C1)=O)N1CC2=CC(=CC=C2CC1)C1=CC=C(C=C1)C(F)(F)F (R)-N-(1-oxo-1-(7-(4-(trifluoromethyl)phenyl)-3,4-dihydroisoquinolin-2(1H)-yl)propan-2-yl)picolinamide